C(C)[C@H]1COC2=C(CN1)C=CC(=C2)C(=O)OC Methyl (S)-3-ethyl-2,3,4,5-tetrahydrobenzo[f][1,4]oxazepine-8-carboxylate